S1C=NC2=C1C=CC(=C2)OC=2C=CC(=C(C(NO)=N)C2)F 5-(benzo[d]thiazol-5-yloxy)-2-fluoro-N-hydroxybenzimidamide